C1=C(C=CC2=CC=CC=C12)C[C@H](NC(CN1N=C(C=C1)C1=CC=C(C=C1)[N+](=O)[O-])=O)C(NCCCC[C@H](NC(N[C@@H](CCC(=O)OC(C)(C)C)C(=O)OC(C)(C)C)=O)C(=O)OC(C)(C)C)=O tri-tert-butyl (4S,11S,15S)-4-[(naphthalen-2-yl)methyl]-1-[3-(4-nitrophenyl)-1H-pyrazol-1-yl]-2,5,13-trioxo-3,6,12,14-tetraazaheptadecane-11,15,17-tricarboxylate